(3R)-4-amino-N,3-dimethyl-N-((1R)-1-(5-(trifluoromethyl)-2-pyridinyl)ethyl)-1,3-dihydrofuro[3,4-c]quinoline-8-carboxamide NC1=NC=2C=CC(=CC2C2=C1[C@H](OC2)C)C(=O)N([C@H](C)C2=NC=C(C=C2)C(F)(F)F)C